(R)-5-((1H-1,2,3-triazol-1-yl)methyl)-3-(4-(4-(1,1-dioxidothietan-3-yl)piperidin-1-yl)-3,5-difluorophenyl)oxazolidin-2-one N1(N=NC=C1)C[C@H]1CN(C(O1)=O)C1=CC(=C(C(=C1)F)N1CCC(CC1)C1CS(C1)(=O)=O)F